FC1CCCCN1 6-fluoro-1,3,4,5-tetrahydro-2H-pyridine